C1(CC1)NC1=NC=CC(=N1)C1=C(N=C(S1)C1CCNCC1)C1=CC=C(C=C1)F N-cyclopropyl-4-[4-(4-fluorophenyl)-2-piperidin-4-yl-1,3-thiazol-5-yl]pyrimidin-2-amine